4-amino-3,3-dimethylbutyric Acid Ethyl Ester C(C)OC(CC(CN)(C)C)=O